FC=1C=C(C=C(C1)C)N1CCC=2C=C(N=CC2[C@@H]1C)C(=O)O (S)-7-(3-fluoro-5-methylphenyl)-8-methyl-5,6,7,8-tetrahydro-2,7-naphthyridine-3-carboxylic acid